4-((2R,3S,4S,5R)-3-(3,4-Difluoro-2-methoxyphenyl)-4,5-dimethyl-5-(trifluoromethyl)tetrahydrofuran-2-carboxamido)-2-((Z)-N'-methoxycarbamimidoyl)pyridine 1-oxide FC=1C(=C(C=CC1F)[C@H]1[C@@H](O[C@]([C@H]1C)(C(F)(F)F)C)C(=O)NC1=CC(=[N+](C=C1)[O-])/C(/N)=N/OC)OC